BrC=1N=CN(C1)C(C)C 4-bromo-1-isopropylimidazole